(N-[4-amino-5-[4-[2-[methyl(prop-2-ynyl)amino]-2-oxo-ethoxy]benzoyl]thiazol-2-yl]-4-fluoro-anilino)propanamide NC=1N=C(SC1C(C1=CC=C(C=C1)OCC(=O)N(CC#C)C)=O)N(C1=CC=C(C=C1)F)C(C(=O)N)C